2-(3,4-Dimethoxyphenyl)-5-(2-ethoxy-2-oxoethoxy)-3-isopropyl-1H-indole-1-carboxylic acid tert-butyl ester C(C)(C)(C)OC(=O)N1C(=C(C2=CC(=CC=C12)OCC(=O)OCC)C(C)C)C1=CC(=C(C=C1)OC)OC